bis(methoxycarbonyl)-4,4'-bis(tert-butyloxycarbonyl)benzophenone COC(=O)C=1C(=C(C(=O)C2=CC=C(C=C2)C(=O)OC(C)(C)C)C=CC1C(=O)OC(C)(C)C)C(=O)OC